FC(C1=NC(=CC(=C1)NC(OC(C)(C)C)=O)F)F tert-butyl (2-(difluoromethyl)-6-fluoropyridin-4-yl)carbamate